4-cyano-4-(propylthiocarbonyl)thiolan C(#N)C1(CCSC1)C(=S)CCC